OCCNC(=O)C1=NN(C=N1)CCNCCO N-(2-hydroxyethyl)-1-(2-(2-hydroxyethylamino)ethyl)-1H-1,2,4-triazole-3-carboxamide